4-cyclopropyl-2-[3-[(1R)-1-methyl-2-(4-methyl-1,2,4-triazol-3-yl)ethyl]phenyl]-3H-pyrrolo[3,4-c]pyridin-1-one C1(CC1)C1=NC=CC2=C1CN(C2=O)C2=CC(=CC=C2)[C@@H](CC2=NN=CN2C)C